(2R)-2-ethyl-oxetane C(C)[C@H]1OCC1